methyl (2S)-2-[(tert-butoxycarbonyl)amino]-3-{3-[(4,4,5,5-tetramethyl-1,3,2-dioxaborolan-2-yl)methoxy]phenyl}propanoate C(C)(C)(C)OC(=O)N[C@H](C(=O)OC)CC1=CC(=CC=C1)OCB1OC(C(O1)(C)C)(C)C